FC1=C(C(=O)N2CC(C2)NC(OCC2=CC=CC=C2)=O)C=C(C=C1)CC1=NNC(C2=CC=CC=C12)=O benzyl (1-(2-fluoro-5-((4-oxo-3,4-dihydrophthalazin-1-yl)methyl)benzoyl)azetidin-3-yl)carbamate